2-bromo-N-butyl-N-methacryloyl-benzamide tert-butyl-4-(4-benzyloxycarbonylpiperazin-1-yl)-2-methylsulfanyl-6,8-dihydro-5H-pyrido[3,4-d]pyrimidine-7-carboxylate C(C)(C)(C)OC(=O)N1CC=2N=C(N=C(C2CC1)N1CCN(CC1)C(=O)OCC1=CC=CC=C1)SC.BrC1=C(C(=O)N(C(C(=C)C)=O)CCCC)C=CC=C1